6-(2-fluoro-4-(2-methyl-7-(trifluoromethoxy)-2H-indazol-4-yl)benzyl)-6,7-dihydro-5H-pyrrolo[3,4-b]pyridin-5-one-7,7-d2 FC1=C(CN2C(C3=NC=CC=C3C2=O)([2H])[2H])C=CC(=C1)C=1C2=CN(N=C2C(=CC1)OC(F)(F)F)C